ClC1=CC=C(C=N1)[S@](=O)(C(C)C)=N (R)-(6-chloropyridin-3-yl)(imino)(isopropyl)-λ6-sulfanone